FC(C(=O)O)(F)F.ClC1=CC2=C(C=N1)C(=NN2C2OCCCC2)N2CC(CC2)(C#N)C 1-(6-chloro-1-(tetrahydro-2H-pyran-2-yl)-1H-pyrazolo[4,3-c]pyridin-3-yl)-3-methylpyrrolidine-3-carbonitrile trifluoroacetate